N-(5-(4-cyclopropyl-1H-imidazol-1-yl)-2-fluorophenyl)-6-(4-isopropyl-4H-1,2,4-triazol-3-yl)picolinamide C1(CC1)C=1N=CN(C1)C=1C=CC(=C(C1)NC(C1=NC(=CC=C1)C1=NN=CN1C(C)C)=O)F